NC1=CC=C(C=C1)C=1C(C(C=CC1NC1=CC2=CC=CC=C2C=C1)(C1=CC=CC=C1)NC1=CC2=CC=CC=C2C=C1)C1=CC=C(C=C1)N bis(4-aminophenyl)-N,N'-di-2-naphthyl-1,4-biphenyldiamine